rac-(2R)-2-methylpiperidin-4-one hydrochloride Cl.C[C@H]1NCCC(C1)=O |r|